FC1=C(C=CC(=C1)C)C=1C2=C(N=C(N1)[C@@H]1C[C@@H](OCC1)C1=CC(=NC=C1)C)N=C(C(=C2)C)C 4-(2-fluoro-4-methylphenyl)-6,7-dimethyl-2-((2r,4s)-2-(2-methyl-4-pyridinyl)tetrahydro-2H-pyran-4-yl)pyrido[2,3-d]pyrimidine